C1(CC1)NC(C(C(C[C@H]1C(NCC1)=O)NC(=O)[C@@H]1[C@H]2C([C@H]2CN1C([C@H](C(C)(C)C)NC(C(C)C)=O)=O)(C)C)=O)=O (1R,2S,5S)-N-(4-(cyclopropylamino)-3,4-dioxo-1-((S)-2-oxopyrrolidin-3-yl)butan-2-yl)-3-((S)-2-isobutyramido-3,3-dimethylbutanoyl)-6,6-dimethyl-3-azabicyclo[3.1.0]hexane-2-carboxamide